(2S,3R)-3-[(cyclopropanesulfonyl)amino]-4,4-difluoro-2-[(2-fluoro-3'-methyl[1,1'-biphenyl]-3-yl)methyl]-N,N-dimethyl-pyrrolidine-1-carboxamide C1(CC1)S(=O)(=O)N[C@@H]1[C@@H](N(CC1(F)F)C(=O)N(C)C)CC=1C(=C(C=CC1)C1=CC(=CC=C1)C)F